N1N=NN=C1C1=CC=C(C=C1)[C@H]1CC2(CC(C2)(F)F)CCN1CC1=C2C=CNC2=C(C=C1C1CC1)C |r| racemic-6-(4-(1H-tetrazol-5-yl)phenyl)-7-((5-cyclopropyl-7-methyl-1H-indol-4-yl)methyl)-2,2-difluoro-7-azaspiro[3.5]nonane